(S)-(4-(4-methylpyrazolo[1,5-a]pyridin-2-yl)-6,7-dihydro-1H-imidazo[4,5-c]pyridin-5(4H)-yl)(6-methylpyrazolo[1,5-a]pyridin-3-yl)methanone CC=1C=2N(C=CC1)N=C(C2)[C@H]2N(CCC1=C2N=CN1)C(=O)C=1C=NN2C1C=CC(=C2)C